CC1CC(=O)OC1C β-methyl-γ-valerolactone